C(#N)C=C1C=CC(C=C1)=CC#N 3,6-Bis(cyanomethylene)cyclohexa-1,4-diene